di(naphthalen-2-yl)-N,N'-di(phenyl)biphenyl-4,4'-diamine C1=C(C=CC2=CC=CC=C12)C=1C(=C(C=CC1NC1=CC=CC=C1)C1=CC=C(C=C1)NC1=CC=CC=C1)C1=CC2=CC=CC=C2C=C1